N(=C=S)CCCC1=CC=CC=C1 (3-isothiocyanatopropyl)benzene